tin (II) neodecanoate C(CCCCCC(C)(C)C)(=O)[O-].[Sn+2].C(CCCCCC(C)(C)C)(=O)[O-]